8-((tetrahydro-2H-pyran-4-yl)sulfonyl)-3-(2-(4-(p-tolyl)piperazin-1-yl)ethyl)-2-oxa-8-azaspiro[4.5]decan-1-one O1CCC(CC1)S(=O)(=O)N1CCC2(CC(OC2=O)CCN2CCN(CC2)C2=CC=C(C=C2)C)CC1